benzenedinitrile C=1(C(=CC=CC1)C#N)C#N